FC(C=1SN=C2C1N=C1N2CCN=C1)(F)F 3-(trifluoromethyl)-7,8-dihydroisothiazolo[4',3':4,5]imidazo[1,2-a]pyrazin